FC1=C(C=C(C=C1)NC(=O)C1=C(N(C(=C1C)C(C(N[C@H]1CNC(C1)=O)=O)=O)C)C)C (R)-N-(4-fluoro-3-methylphenyl)-1,2,4-trimethyl-5-(2-oxo-2-((5-oxopyrrolidin-3-yl)amino)acetyl)-1H-pyrrole-3-carboxamide